[Na].O=CCC(=O)OCC ethyl 3-oxopropionate sodium salt